CCOC1=C(C=C2C(=C1)N=CC(=C2NC3=CC(=C(C=C3)F)Cl)C#N)NC(=O)CCCCCN The molecule is an analogue of pelitinib where the 4-(dimethylamino)but-2-enoyl group is replaced by 6-aminohexanoyl. It is an aminoquinoline, a monocarboxylic acid amide, a nitrile, an organofluorine compound and an organochlorine compound. It derives from a pelitinib.